FC1=C2C=CN(C2=C(C=C1)C)C1=CC(=CC=C1)C(C)(C)O 4-fluoro-N-(3-(2-hydroxypropan-2-yl)phenyl)-7-methyl-1H-indole